S(OC1=CC(=CC=C1)\N=N\C1=CC(=C(C(=C1)Cl)O)Cl)(=O)(=O)F (E)-3-((3,5-dichloro-4-hydroxyphenyl)diazenyl)phenyl sulfurofluoridate